Di-i-propoxy bis(ethylacetoacetate) zirconium [Zr].C(C)CC(CC(=O)OOC(C)C)=O.C(C)CC(CC(=O)OOC(C)C)=O